BrC=1C=C(C=CC1)NC(CC(C(F)(F)F)=O)=O N-(3-bromophenyl)-4,4,4-trifluoro-3-oxobutanamide